8-acetyl-6-fluoro-2-(5-fluoropyridin-2-yl)-3-deuteromethylquinazolin-4(3H)-one C(C)(=O)C=1C=C(C=C2C(N(C(=NC12)C1=NC=C(C=C1)F)C[2H])=O)F